C(C)(=O)C=1OC(=CC1C(=O)O)CC 2-acetyl-5-ethyl-furan-3-carboxylic acid